ClC1=CN(C2=NC=C(C=C21)C(=O)NC(COCC2=C(C=CC=C2)F)(C)C)C 3-chloro-N-(1-((2-fluorobenzyl)oxy)-2-methylpropan-2-yl)-1-methyl-1H-pyrrolo[2,3-b]pyridine-5-carboxamide